ClC=1C=C(C(=NC1)OC1=CC=C(C=C1)N1N=C(N=N1)C(=O)NCCC(=O)O)F 3-(2-(4-((5-chloro-3-fluoropyridin-2-yl)oxy)phenyl)-2H-tetrazole-5-carboxamido)propionic acid